C(C)(C)(C)OC(=O)N1CCC(CC1)C=1SC=C(N1)C=NO 4-(4-((hydroxyimino)methyl)thiazol-2-yl)piperidine-1-carboxylic acid tert-butyl ester